N=1C=NN2C1C=C(C=C2)OC2=C(C=C(C=C2)NC2=NC=NN1C2=C(C=C1)C1(CCN(CC1)C(=O)OC(C)(C)C)OC)C tert-butyl 4-(4-((4-([1,2,4]triazolo[1,5-a]pyridin-7-yloxy)-3-methylphenyl)amino)pyrrolo[2,1-f][1,2,4]triazin-5-yl)-4-methoxypiperidine-1-carboxylate